NC=1C2=C(N=CN1)N1C(=C2C2=CC(=C(C=C2)OC2=NC=CC(=N2)C)F)N(CC1)C=1C(=C(C=CC1)NC(C(=C)C)=O)F N-[3-(4-amino-5-{3-fluoro-4-[(4-methylpyrimidin-2-yl)oxy]phenyl}-7,8-dihydro-6H-imidazo[2',3':5,1]pyrrolo[2,3-d]pyrimidin-6-yl)-2-fluorophenyl]-2-methylpropan-enamide